methyl 2-((4-chloro-2',3',4',5',6,6'-hexafluoro-[1,1'-biphenyl]-3-yl)oxy)acetate ClC1=C(C=C(C(=C1)F)C1=C(C(=C(C(=C1F)F)F)F)F)OCC(=O)OC